(R)-4-(5-methyl-7-oxo-5,6,7,8-tetrahydropyrido[2,3-d]pyrimidin-4-yl)thiophene-2-carboxylic acid methyl ester COC(=O)C=1SC=C(C1)C=1C2=C(N=CN1)NC(C[C@H]2C)=O